C(C)(C)(C)N1C(NC2=C1C=C(C=C2)OC2=C(C=C(C=C2Cl)NC(=O)C2=NOC(N2)=O)Cl)=O N-(4-((3-(tert-butyl)-2-oxo-2,3-dihydro-1H-benzo[d]imidazol-5-yl)oxy)-3,5-dichlorophenyl)-5-oxo-4,5-dihydro-1,2,4-oxadiazole-3-carboxamide